C(C)OC=1C=NC=C(C1B(O)O)N 3-ETHOXY-5-AMINOPYRIDINE-4-BORONIC ACID